3,4-diamino-1,5-dihydroxycyclohexane-1-carboxamide NC1CC(CC(C1N)O)(C(=O)N)O